C1(CCCCC1)C(=O)C1=CC=CC=C1 cyclohexyl-(phenyl)methanone